2-chloro-N-(8,9-difluoro-6-oxo-1,4,5,6-tetrahydro-2H-pyrano[3,4-c]isoquinolin-1-yl)-N-methyl-4H-furo[3,2-b]pyrrole-5-carboxamide ClC1=CC=2NC(=CC2O1)C(=O)N(C)C1COCC=2NC(C=3C=C(C(=CC3C21)F)F)=O